(4-(((R)-1-hydroxy-4-methylpent-2-yl)amino)-6-((R)-2-(2-methoxypyridin-3-yl)propyl)-1,3,5-triazin-2-yl)methanesulfonamide OC[C@@H](CC(C)C)NC1=NC(=NC(=N1)C[C@@H](C)C=1C(=NC=CC1)OC)CS(=O)(=O)N